ClC1=CC=C(C(=N1)C(=O)N)O[C@H](C)C=1C=C(C=C2C(C(=C(OC12)C1=CC2=C(N(N=C2C=C1)C)F)C)=O)C 6-Chloro-3-[(1R)-1-[2-(3-fluoro-2-methyl-indazol-5-yl)-3,6-dimethyl-4-oxo-chromen-8-yl]ethoxy]pyridine-2-carboxamide